3-(7-fluoro-4-oxo-benzo[d][1,2,3]triazin-3(4H)-yl)piperidine-2,6-dione FC=1C=CC2=C(N=NN(C2=O)C2C(NC(CC2)=O)=O)C1